CN(C1=CC=C(C=C1)N1C(C=CC1=O)=O)C N-(4-dimethylaminophenyl)maleimide